(1S,3S)-3-((6-(5-(((3,3-dimethylpyrrolidine-1-carbonyl)oxy)methyl)-1-methyl-1H-1,2,3-triazol-4-yl)-2-methylpyridin-3-yl)oxy)cyclohexane-1-carboxylic acid CC1(CN(CC1)C(=O)OCC1=C(N=NN1C)C1=CC=C(C(=N1)C)O[C@@H]1C[C@H](CCC1)C(=O)O)C